C(C)(C)(C)OC(=O)N1C2C(NCC1CC2)C=COC 2-(2-methoxyvinyl)-3,8-diazabicyclo[3.2.1]octane-8-carboxylic acid tert-butyl ester